1,2,3,4,6-Pentagalloyl-beta-D-glucose C(C1=CC(O)=C(O)C(O)=C1)(=O)[C@]1(O)[C@](O)([C@@](O)([C@](O)([C@H](O1)C(O)C(C1=CC(O)=C(O)C(O)=C1)=O)C(C1=CC(O)=C(O)C(O)=C1)=O)C(C1=CC(O)=C(O)C(O)=C1)=O)C(C1=CC(O)=C(O)C(O)=C1)=O